BrC1=C(C=C2C(=NC(=NC2=C1F)OC[C@]12CCCN2C[C@@H](C1)F)SC)Cl 7-Bromo-6-chloro-8-fluoro-2-(((2R,7aS)-2-fluorotetrahydro-1H-pyrrolizin-7a(5H)-yl)methoxy)-4-(methylthio)quinazoline